(S)-quinuclidin-3-yl ((R)-5-(4-(difluoromethoxy)-3-methylphenyl)-2,2-dimethyl-2,3-dihydro-1H-inden-1-yl)carbamate FC(OC1=C(C=C(C=C1)C=1C=C2CC([C@H](C2=CC1)NC(O[C@@H]1CN2CCC1CC2)=O)(C)C)C)F